2-(phenylsulfanyl)-N-[[tetrahydro-4-(4-phenyl-1-piperazinyl)-2H-pyran-4-yl]methyl]-3-pyridinecarboxamide C1(=CC=CC=C1)SC1=NC=CC=C1C(=O)NCC1(CCOCC1)N1CCN(CC1)C1=CC=CC=C1